tert-butyl-2-(4-cyclobutylphenyl)-3,4,6,7,8,9-hexahydro-1,2a,5,7-tetraazabenzo[cd]azulene C(C)(C)(C)C1CN=C2C=3N1C(=NC3CCNC2)C2=CC=C(C=C2)C2CCC2